C(CCCCCCC)OC1=C(C=O)C(=CC=C1)OCCCCCCCC 2,6-dioctyloxybenzaldehyde